4-amino-7-fluoro-N,1-dimethyl-N-((1R)-1-(4-(pentafluoroethyl)phenyl)ethyl)-1H-pyrazolo[4,3-c]quinoline-8-carboxamide NC1=NC=2C=C(C(=CC2C2=C1C=NN2C)C(=O)N([C@H](C)C2=CC=C(C=C2)C(C(F)(F)F)(F)F)C)F